(4-(5-amino-2-fluorophenyl)thiazol-2-yl)(3-(trifluoromethyl)phenyl)carbamic acid tert-butyl ester C(C)(C)(C)OC(N(C1=CC(=CC=C1)C(F)(F)F)C=1SC=C(N1)C1=C(C=CC(=C1)N)F)=O